S(=O)(=O)([O-])[O-].[Zn+2].C(#C)C1(C=NN(C1)C1COC1)[2H] 4-ethynyl-1-(oxetan-3-yl)-1H-pyrazole-4-d zinc sulfate